OC1=C(C=CC(=C1)C(F)(F)F)B(O)O (2-hydroxy-4-(trifluoromethyl)phenyl)boronic acid